[(2R,3S,5R,6S)-5-deuterio-5-(2-methylsulfonyl-4,6-dihydropyrrolo[3,4-c]pyrazol-5-yl)-6-(trifluoromethyl)-2-(2,4,5-trifluorophenyl)tetrahydropyran-3-yl]carbamate [2H][C@]1(C[C@@H]([C@H](O[C@@H]1C(F)(F)F)C1=C(C=C(C(=C1)F)F)F)NC([O-])=O)N1CC2=NN(C=C2C1)S(=O)(=O)C